4-((3H-diazirin-3-yl)methyl)phenol N1=NC1CC1=CC=C(C=C1)O